3-chloro-4-fluoro-N-(2-((4-(trifluoromethoxy)phenyl)sulfonamido)ethyl)benzenesulfonamide 2-nitrobenzyl-tosylate [N+](=O)([O-])C1=C(COS(=O)(=O)C2=CC=C(C)C=C2)C=CC=C1.ClC=1C=C(C=CC1F)S(=O)(=O)NCCNS(=O)(=O)C1=CC=C(C=C1)OC(F)(F)F